(pentafluorobenzyl)borat FC1=C(C(=C(C(=C1COB([O-])[O-])F)F)F)F